CN1COCC2=C1C=CN=C2 1-methyl-4H-pyrido[4,3-d][1,3]oxazin